trans-tert-Butyl (4-(cyclopropyl(phenyl)amino)cyclohexyl)(methyl)carbamate C1(CC1)N([C@@H]1CC[C@H](CC1)N(C(OC(C)(C)C)=O)C)C1=CC=CC=C1